OC=1C=C2C(=CNC2=CC1)NC(=O)C1CCC1 N-(5-hydroxy-1H-indol-3-yl)cyclobutylcarboxamide